N-(6-(2-fluoro-4-(4-methylpiperazin-1-yl)phenyl)quinolin-4-yl)benzo[d]thiazol-5-amine FC1=C(C=CC(=C1)N1CCN(CC1)C)C=1C=C2C(=CC=NC2=CC1)NC=1C=CC2=C(N=CS2)C1